FC1=CC(=C(OC=2N=NC(=CC2C(=O)N)C(F)(F)F)C=C1)C 3-(4-fluoro-2-methyl-phenoxy)-6-(trifluoromethyl)pyridazine-4-carboxamide